N1(CCCC2=NC=CC=C12)C1=NNC2=NC(=CN=C21)N2CCC1(CC2)[C@@H]([C@@H]2C[C@@H]2C1)NC(OC(C)(C)C)=O tert-butyl ((1R,2R,5R)-1'-(3-(3,4-dihydro-1,5-naphthyridin-1(2H)-yl)-1H-pyrazolo[3,4-b]pyrazin-6-yl)spiro[bicyclo[3.1.0]hexane-3,4'-piperidin]-2-yl)carbamate